O[C@H]1C[C@H]2[C@H]3[C@](CC[C@@H]2[C@]2(CCC=4N=C(SC4[C@]12O)C)C)(C(CC3)=O)C (5aR,5bS,7aS,10aS,10bR,12S,12aR)-12,12a-dihydroxy-2,5a,7a-trimethyl-4,5,5a,5b,6,7,7a,9,10,10a,10b,11,12,12a-tetradecahydro-8H-cyclopenta[7,8]phenanthro[2,1-d]thiazol-8-one